4-bromo-2-chloro-5-((2-(trimethylsilyl)ethoxy)methyl)-6,7,8,9-tetrahydrocyclohepta[b]indol-10(5H)-one BrC=1C=C(C=C2C3=C(N(C12)COCC[Si](C)(C)C)CCCCC3=O)Cl